(3R,4R)-4-amino-1-(5-(trifluoromethyl)pyrimidin-2-yl)piperidin-3-ol N[C@H]1[C@@H](CN(CC1)C1=NC=C(C=N1)C(F)(F)F)O